((tert-butyldiphenylsilyl)oxymethyl)-2-ethynyltetrahydrofuran-3-yl hexyl carbonate C(OC1C(OCC1)(C#C)CO[Si](C1=CC=CC=C1)(C1=CC=CC=C1)C(C)(C)C)(OCCCCCC)=O